FC(C(=O)N([C@H]1C[C@H](N(CC1)C(=O)N1CCC(CC1)CN1C(C=C(C=C1)C1=CC=CC=C1)=O)C1=CC=CC=C1)C)(F)F 2,2,2-Trifluoro-N-methyl-N-((2S,4R)-1-(4-((2-oxo-4-phenylpyridin-1(2H)-yl)methyl)piperidine-1-carbonyl)-2-phenylpiperidin-4-yl)acetamide